tert-butyl 3-(4-((S)-1-(((S)-tert-butylsulfinyl)amino)propyl)thiazole-2-carbonyl)-1H-indole-1-carboxylate C(C)(C)(C)[S@](=O)N[C@@H](CC)C=1N=C(SC1)C(=O)C1=CN(C2=CC=CC=C12)C(=O)OC(C)(C)C